C1(CC1)C1=C2C(=NC=C1OCC=1C(=C(C=CC1F)NS(=O)(=O)C=1C(=NC=C(C1)F)OC)F)NN=C2C N-(3-(((4-cyclopropyl-3-methyl-1H-pyrazolo[3,4-b]pyridin-5-yl)oxy)methyl)-2,4-difluorophenyl)-5-fluoro-2-methoxypyridine-3-sulfonamide